oxotetra-(p-methoxyphenyl)-porphyrin O=C1C2NC(=C1)C(=C1C=CC(=N1)C(=C1C=CC(N1)=C(C=1C=CC(N1)=C2C2=CC=C(C=C2)OC)C2=CC=C(C=C2)OC)C2=CC=C(C=C2)OC)C2=CC=C(C=C2)OC